7-[1-(1-Cyano-4-piperidyl)-5-methyl-triazol-4-yl]-5-[2-hydroxy-1-[5-(trifluoromethyl)-3-pyridyl]ethoxy]imidazo[1,2-a]pyridine-3-carbonitrile C(#N)N1CCC(CC1)N1N=NC(=C1C)C1=CC=2N(C(=C1)OC(CO)C=1C=NC=C(C1)C(F)(F)F)C(=CN2)C#N